tert-butyl 2-(4-((2-(1-(5-ethylpyrimidin-2-yl)piperidin-4-yl)ethoxy)methyl)-2-fluorophenyl)acetate C(C)C=1C=NC(=NC1)N1CCC(CC1)CCOCC1=CC(=C(C=C1)CC(=O)OC(C)(C)C)F